FC1=CC=C(C=C1)S(=O)(=O)NC=1C=C(C=CC1)N1N=NC(=C1)C=1C=C(C(=O)O)C=CN1 2-(1-(3-((4-fluorophenyl)sulfonamido)phenyl)-1H-1,2,3-triazol-4-yl)isonicotinic acid